FC=1C=C(CNC(CC2C(NC3=C(S2)N=CC=C3)=O)=O)C=CC1 N-(3-fluorobenzyl)-2-(2-oxo-2,3-dihydro-1H-pyrido[2,3-b][1,4]thiazin-3-yl)acetamide